ClCCCCCCC=C\C=C/CC (2E,4Z)-12-chloro-3,5-dodecadiene